N-(6-chloro-4-methoxypyridin-3-yl)-4-(2-isopropylphenyl)-1-sulfamoylpiperidine-4-carboxamide ClC1=CC(=C(C=N1)NC(=O)C1(CCN(CC1)S(N)(=O)=O)C1=C(C=CC=C1)C(C)C)OC